N-[5-[7,7-difluoro-2-[(2S,3R)-3-hydroxy-2-methyl-azetidin-1-yl]-5,6-dihydrocyclopenta[d]pyrimidin-4-yl]-2,2-dimethyl-indan-1-yl]methanesulfonamide FC1(CCC2=C1N=C(N=C2C=2C=C1CC(C(C1=CC2)NS(=O)(=O)C)(C)C)N2[C@H]([C@@H](C2)O)C)F